CC1=CC=C2C(=N1)CN(C2=O)C21CC3(CC(CC(C2)C3)C1)NC(=O)C1=NC(=CC=C1)C 6-Methyl-pyridine-2-carboxylic acid [3-(2-methyl-5-oxo-5,7-dihydro-pyrrolo[3,4-b]pyridin-6-yl)-adamantan-1-yl]-amide